2-chloro-9-(4-hydroxybicyclo[2.2.1]heptan-1-yl)-7,9-dihydro-8H-purin-8-one ClC1=NC=C2NC(N(C2=N1)C12CCC(CC1)(C2)O)=O